FC=1C(=NC=CC1)CCN1CCC2(OC3(CC3)CN(C2)CCC(C)C)CC1 8-(2-(3-fluoropyridin-2-yl)ethyl)-12-isopentyl-4-oxa-8,12-diazadispiro[2.1.5.3]tridecane